The molecule is a macrolide that is oleandolide having a 2,6-dideoxy-3-O-methyl-alpha-Larabino-hexopyranosyl (alpha-L-oleandrosyl) residue attached at position 3. It has a role as a metabolite. It is a macrolide, a glycoside and a monosaccharide derivative. It derives from an oleandolide. C[C@H]1C[C@@]2(CO2)C(=O)[C@@H]([C@H]([C@H]([C@H](OC(=O)[C@@H]([C@H]([C@@H]([C@H]1O)C)O[C@H]3C[C@@H]([C@H]([C@@H](O3)C)O)OC)C)C)C)O)C